[Li+].[Li+].[Li+].O(P([O-])(=O)OP(=O)([O-])[O-])CCC(C)C isopentyl pyrophosphate trilithium salt